OC1(C(CCC1)N1C(C(=CC2=C1N=C(N=C2)NC2(C(CN(CC2([2H])[2H])S(=O)(=O)C)([2H])[2H])[2H])C([2H])(F)F)=O)C([2H])([2H])[2H] (±)-8-(2-hydroxy-2-(methyl-d3)cyclopentyl)-6-(difluoromethyl-d)-2-((1-(methylsulfonyl)piperidin-4-yl-3,3,4,5,5-d5)-amino)pyrido[2,3-d]pyrimidin-7(8H)-one